N-[(1s,4s)-4-{[2-(trifluoromethyl)imidazo[1,2-a]pyridin-5-yl]amino}cyclohexyl]pyridine-4-carboxamide FC(C=1N=C2N(C(=CC=C2)NC2CCC(CC2)NC(=O)C2=CC=NC=C2)C1)(F)F